2-methyl-N-((3-methylisoxazolo[5,4-c]pyridin-5-yl)methylene)propane-2-sulfinamide CC(C)(C)S(=O)N=CC=1C=C2C(=CN1)ON=C2C